C(C)(C)(C)OC(=O)N1CC2=C(CC1)N(C(=N2)C(NC=2C(=C(C=CC2)C2=C(C(=CC=C2)C2=NC(=C(C=C2)CO)OC)Cl)Cl)=O)C 2-((2,2'-dichloro-3'-(5-(hydroxymethyl)-6-methoxypyridin-2-yl)-[1,1'-biphenyl]-3-yl)carbamoyl)-1-methyl-1,4,6,7-tetrahydro-5H-imidazo[4,5-c]pyridine-5-carboxylic acid tert-butyl ester